tert-butyl 2'-[2-(methylsulfanyl)pyrimidin-4-yl]-4'-oxo-5',6'-dihydro-1'H-spiro[piperidine-4,7'-pyrrolo[3,2-c]pyridine]-1-carboxylate CSC1=NC=CC(=N1)C1=CC=2C(NCC3(C2N1)CCN(CC3)C(=O)OC(C)(C)C)=O